8-((2-methyl-6-(trifluoromethyl)pyridin-3-yl)sulfonyl)-N-(2-oxaspiro[3.3]hept-6-yl)-1-oxa-8-azaspiro[4.5]decan-3-amine CC1=NC(=CC=C1S(=O)(=O)N1CCC2(CC(CO2)NC2CC3(COC3)C2)CC1)C(F)(F)F